NC1=NC=CC(=C1[N+](=O)[O-])C=1SC(=CC1)CC1=CC=CC=C1 2-amino-3-nitro-4-(5-benzylthiophen-2-yl)pyridine